3-[(6-phenylpyridazin-3-yl)amino]-N-[2-(pyridin-4-yl)ethyl]benzamide C1(=CC=CC=C1)C1=CC=C(N=N1)NC=1C=C(C(=O)NCCC2=CC=NC=C2)C=CC1